ClC1=NC2=CC=CC=C2C(=N1)N(C=1C=NC=CC1)C 2-chloro-N-methyl-N-(pyridin-3-yl)quinazolin-4-amine